N[C@@H]1C2=CC=CC=C2CC12CCN(CC2)C=2NC(C1=C(N2)NN=C1C1(CC1)C1=CC(=CC=C1)N)=O (S)-6-(1-amino-1,3-dihydrospiro[indene-2,4'-piperidin]-1'-yl)-3-(1-(3-aminophenyl)cyclopropyl)-1,5-dihydro-4H-pyrazolo[3,4-d]pyrimidin-4-one